C(CCC)OCCOC(C1=CN=CC=C1)=O nicotinic acid beta-butoxyethyl ester